ClC1=CC=NC2=CC(=CC=C12)C1=CC=C(C=C1)CN1CCN(CC1)C 4-chloro-7-(4-((4-methylpiperazin-1-yl)methyl)phenyl)quinoline